COC1=C(CC=2C(=C(C=C(C2)[N+](=O)[O-])S(=O)(=O)N)C2=NC(=NO2)C(F)(F)F)C=CC(=C1)OC (2,4-dimethoxybenzyl)-5-nitro-2-[3-(trifluoromethyl)-1,2,4-oxadiazol-5-yl]benzene-sulphonamide